(2R,3S,5R)-2-(((3-(2-acetoxy-4,6-dimethylphenyl)-3-methylbutanoyl)oxy)methyl)-5-(6-amino-2-chloro-9H-purin-9-yl)-2-ethynyltetrahydrofuran-3-yl spiro[3.5]nonane-2-carboxylate C1C(CC12CCCCC2)C(=O)O[C@@H]2[C@@](O[C@H](C2)N2C1=NC(=NC(=C1N=C2)N)Cl)(C#C)COC(CC(C)(C)C2=C(C=C(C=C2C)C)OC(C)=O)=O